C(C1=CC=CC=C1)N1C(=NC=2CN(CCC21)C(=O)OC(C)(C)C)C(=O)C2=C(C=C(C=C2)C2=C(C=C(C=C2)OCC2=CC=CC=C2)CC)F tert-Butyl 1-benzyl-2-(4'-(benzyloxy)-2'-ethyl-3-fluoro-[1,1'-biphenyl]-4-carbonyl)-1,4,6,7-tetrahydro-5H-imidazo[4,5-c]pyridine-5-carboxylate